ClC1=C(C(=CC=C1)Cl)C1=CC2=C(N=C(N=C2)NC2=CC=C(C=N2)OC2CC3CN(C2C3)C(=O)OCC3=CC=CC=C3)N(C1=O)C benzyl 6-((6-((6-(2,6-dichlorophenyl)-8-methyl-7-oxo-7,8-dihydropyrido[2,3-d]pyrimidin-2-yl)amino)pyridin-3-yl)oxy)-2-azabicyclo[2.2.1]heptane-2-carboxylate